1,4-dibenzylbenzene C(C1=CC=CC=C1)C1=CC=C(C=C1)CC1=CC=CC=C1